[Na].[S].C(CCCCCCCCCCC)C1=CC=CC=C1 dodecyl-benzene sulfur sodium